undecanyl-dimethyl-benzyl-ammonium chloride [Cl-].C(CCCCCCCCCC)[N+](CC1=CC=CC=C1)(C)C